FCCCN1CC(C1)=CC1=CC=C(C=C1)C1=C(CCCC2=C1C=CC(=C2)C(=O)O)C2=C(C=C(C=C2)C)C(F)(F)F 9-(4-((1-(3-fluoropropyl)azetidin-3-ylidene)methyl)phenyl)-8-(4-methyl-2-(trifluoromethyl)phenyl)-6,7-dihydro-5H-benzo[7]annulene-3-carboxylic acid